C1(=CC=CC=C1)C1=C2N=C(C(=NC2=CC=C1)C1=CC=CC=C1)C1=CC=CC=C1 tris-phenyl-quinoxaline